N1C(=NC2=C1C=CC=C2)CNCCC=2SC=C(N2)C(=O)NCC=2C=NC(=CC2)N(C)C 2-{2-[(1H-1,3-Benzodiazol-2-ylmethyl)amino]ethyl}-N-{[6-(dimethylamino)pyridin-3-yl]methyl}-1,3-thiazole-4-carboxamide